tert-butyl (R)-3-(((3-(4-decylphenyl)-1,2,4-oxadiazol-5-yl)methyl)carbamoyl)pyrrolidine-1-carboxylate C(CCCCCCCCC)C1=CC=C(C=C1)C1=NOC(=N1)CNC(=O)[C@H]1CN(CC1)C(=O)OC(C)(C)C